COC=1C(=C(C=CC1)CC(=O)[O-])C1CCC(CC1)OC(F)(F)F 2-(3-methoxy-2-((1r,4S)-4-(trifluoromethoxy)cyclohexyl)phenyl)acetate